CN1N=C(C(=C1)C(=O)N)C1CC2CC(CC2C1)N[C@@H](C(F)(F)F)C 1-methyl-3-(5-(((R)-1,1,1-trifluoropropan-2-yl)amino)octahydropentalen-2-yl)-1H-pyrazole-4-carboxamide